C(C)(=O)[C@@]1([C@@H](O[C@@H]([C@]1(O)C(C)=O)C(O)C(C)=O)N1CC(C(=O)N)=CC=C1)O 1-(2',3',5'-triacetyl-β-d-ribofuranosyl)-nicotinamide